C(CCCCCCCCCCC)OC(CS)=O dodecyl-mercaptoacetate